8-(4-(3-(2,6-dioxopiperidin-3-yl)benzyl)piperazin-1-yl)-9-ethyl-6,6-dimethyl-11-oxo-6,11-dihydro-5H-benzo[b]carbazole-3-carbonitrile O=C1NC(CCC1C=1C=C(CN2CCN(CC2)C=2C(=CC3=C(C(C=4NC5=CC(=CC=C5C4C3=O)C#N)(C)C)C2)CC)C=CC1)=O